FC(C(C(C(F)(F)F)(F)F)(F)F)(CCCCC)F 1-(perfluorobutyl)-pentane